C(C)(C)N1N=CC(=C1C1=NCNC=2C=3CC(=CC12)NN3)C 4-(1-Isopropyl-4-methyl-1H-pyrazol-5-yl)-2,6,7,8-tetrahydropyrazolo[3,4,5]quinazoline